1-(3,4-Difluoro-5-hydroxyphenyl)-5-(4-(methylsulfonyl)piperazin-1-yl)-1H-indazole-6-carbonitrile FC=1C=C(C=C(C1F)O)N1N=CC2=CC(=C(C=C12)C#N)N1CCN(CC1)S(=O)(=O)C